(S)-6-(3-Chloro-6-(difluoromethyl)-2-fluorophenyl)-3-methyl-N-(1-(1-(4-methyl-2-(3-methyl-2-oxoimidazolidin-1-yl)pyrimidin-5-yl)ethyl)-1H-pyrazol-4-yl)pyrazine-2-carboxamide ClC=1C(=C(C(=CC1)C(F)F)C1=CN=C(C(=N1)C(=O)NC=1C=NN(C1)[C@@H](C)C=1C(=NC(=NC1)N1C(N(CC1)C)=O)C)C)F